N-({4-chloro-1-methyl-1H-pyrazolo[4,3-c]quinolin-7-yl}methyl)-6-cyclopropyl-N-(4,4-difluoro-1,1-dioxo-3,4-dihydro-2H-1λ6-benzothiopyran-8-yl)pyridine-3-carboxamide ClC1=NC=2C=C(C=CC2C2=C1C=NN2C)CN(C(=O)C=2C=NC(=CC2)C2CC2)C2=CC=CC=1C(CCS(C12)(=O)=O)(F)F